methoxy-5-{[(3R,4S,5S,6R)-3,4,5-trihydroxy-6-(hydroxymethyl)oxan-2-yl]oxy}-4H-chromen-4-one COC=1OC2=CC=CC(=C2C(C1)=O)OC1O[C@@H]([C@H]([C@@H]([C@H]1O)O)O)CO